3-(7-(2-(1,8-naphthyridin-2-yl)vinyl)-1-oxo-3,4-dihydropyrrolo[1,2-a]pyrazin-2(1H)-yl)-3-(3-fluoro-4-methoxyphenyl)propionic acid ethyl ester C(C)OC(CC(C1=CC(=C(C=C1)OC)F)N1C(C=2N(CC1)C=C(C2)C=CC2=NC1=NC=CC=C1C=C2)=O)=O